COC=1C=C(C=CC1OCC=1SC=CC1)NC1=C(C=2N=C(C=NC2C=C1)N1CCOCC1)C#N 6-((3-methoxy-4-(thiophen-2-ylmethoxy)phenyl)-amino)-3-morpholinoquinoxaline-5-carbonitrile